3-(bromomethyl)isoquinoline BrCC=1N=CC2=CC=CC=C2C1